[Ti].C(CCCCCCC)O.C(CCCCCCC)O bis-octanol titanium